BrC1CC2(C=3C(=NC=C(C31)OC=3C=C(C#N)C=C(C3)F)C(F)(F)F)OCCO2 3-[5'-bromo-1'-(trifluoromethyl)spiro[1,3-dioxolane-2,7'-5,6-dihydrocyclopenta[c]pyridine]-4'-yl]oxy-5-fluoro-benzonitrile